2-carboxy-7-((8-methoxynaphthalen-1-yl)oxy)-1,2,3,4-tetrahydronaphthalen-2-aminium chloride [Cl-].C(=O)(O)C1(CC2=CC(=CC=C2CC1)OC1=CC=CC2=CC=CC(=C12)OC)[NH3+]